(S)-3-(5-bromo-2-(2-(1-methoxyethyl)pyridin-3-yl)-1-(2,2,2-trifluoroethyl)-1H-indol-3-yl)-2,2-dimethylpropyl acetate C(C)(=O)OCC(CC1=C(N(C2=CC=C(C=C12)Br)CC(F)(F)F)C=1C(=NC=CC1)[C@H](C)OC)(C)C